L-γ-methyleneglutamic acid C=C(C[C@H](N)C(=O)O)C(=O)O